C(C)C(COP(OCC(CCCC)CC)=O)CCCC phosphonic acid di(2-ethylhexyl) ester